Cl.C1(=CC=CC=C1)N1[NH2+]C(=NN1C1=CC=CC=C1)C1=CC=CC=C1 2,3,5-triphenyltetrazolium hydrochloride